4-[(4R,10bS)-8-[(3R)-3-amino-1-piperidinyl]-4-methyl-3,4,6,10b-tetrahydro-1H-pyrazino[2,1-a]isoindol-2-yl]-1-methyl-1,8-naphthyridin-2-one N[C@H]1CN(CCC1)C=1C=C2CN3[C@@H](C2=CC1)CN(C[C@H]3C)C3=CC(N(C1=NC=CC=C31)C)=O